(R)-(3-Aminopiperidin-1-yl)(1-(3-aminopropyl)-2-(1-ethyl-1H-indol-2-yl)-1H-benzo[d]imidazol-5-yl)methanon N[C@H]1CN(CCC1)C(=O)C1=CC2=C(N(C(=N2)C=2N(C3=CC=CC=C3C2)CC)CCCN)C=C1